(E)-N-(3-(6-amino-5-(2-(4-methoxy-N-methylbut-2-enylamino)ethoxy)pyrimidin-4-yl)-5-fluoro-2-methylphenyl)-4-cyclopropyl-2-fluorobenzamide NC1=C(C(=NC=N1)C=1C(=C(C=C(C1)F)NC(C1=C(C=C(C=C1)C1CC1)F)=O)C)OCCN(C)C\C=C\COC